Kalium tartrat C(=O)([O-])C(O)C(O)C(=O)[O-].[K+].[K+]